propane-1,2-diamine 1,3,5-Benzenetricarboxylic Acid Salt C1(=CC(=CC(=C1)C(=O)O)C(=O)O)C(=O)O.C(C(C)N)N